CC1(OC2=C(O1)C=CC=C2)C 2,2-dimethylbenzo[d][1,3]dioxolane